ClC=1C(=NC(=NC1)NCC1=CC=NC=C1)NC1=C(C=CC=C1)C 5-chloro-N2-(pyridin-4-ylmethyl)-N4-(o-tolyl)pyrimidine-2,4-diamine